(3S)-3-{4,5-difluoro-2',4',6'-trimethyl-[1,1'-biphenyl]-3-yl}-3-{[(1R,2S,5S)-6,6-dimethyl-3-(1-methyl-1H-imidazole-4-carbonyl)-3-azabicyclo[3.1.0]hexan-2-yl]formamido}propanoic acid FC1=C(C=C(C=C1F)C1=C(C=C(C=C1C)C)C)[C@H](CC(=O)O)NC(=O)[C@@H]1[C@H]2C([C@H]2CN1C(=O)C=1N=CN(C1)C)(C)C